2-fluoro-N-(1-(2-(6-(trifluoromethyl)pyridin-3-yl)pyrido[3,2-d]pyrimidin-4-yl)azetidin-3-yl)acrylamide FC(C(=O)NC1CN(C1)C=1C2=C(N=C(N1)C=1C=NC(=CC1)C(F)(F)F)C=CC=N2)=C